FC1(CCN(CC1)C(=O)C=1SC=C(C1)C=1C=C2C(=NC1)NC(=C2)C2=CC=C(C=C2)F)F (4,4-difluoropiperidin-1-yl)(4-(2-(4-fluorophenyl)-1H-pyrrolo[2,3-b]pyridin-5-yl)thiophen-2-yl)methanone